O=S1(CCC(=CC1)C1=CC2=C(N=CN=C2N[C@H](C)C=2C(=C(C=CC2)C(CNC(OC(C)(C)C)=O)(F)F)F)N(C1=O)C)=O tert-butyl N-[2-[3-[(1R)-1-[[6-(1,1-dioxo-3,6-dihydro-2H-thiopyran-4-yl)-8-methyl-7-oxo-pyrido[2,3-d]pyrimidin-4-yl]amino]ethyl]-2-fluoro-phenyl]-2,2-difluoro-ethyl]carbamate